6-Methyl-pyridine-2-carboxylic acid [3-(2-oxo-[1,3]oxazinan-3-yl)-adamantan-1-yl]-amide O=C1OCCCN1C12CC3(CC(CC(C1)C3)C2)NC(=O)C2=NC(=CC=C2)C